dihydroxy-(1-hydroxy-2-methoxy-2-oxoethyl)phosphine OP(C(C(=O)OC)O)O